FC=1C=C(CNC(=O)C2=C3NC(=NC3=NC=N2)[C@H]2N(CCC2)C)C=C(C1)C=1C=NN(C1)C (S)-N-(3-fluoro-5-(1-methyl-1H-pyrazol-4-yl)benzyl)-8-(1-methylpyrrolidin-2-yl)-7H-purine-6-carboxamide